C(C)OC=1C=C(C=2N(C1)N=CC2C#N)C=2C=NC(=CC2)N2CCN(CC2)CC2=NC=CC=C2 6-ethoxy-4-(6-(4-(pyridin-2-ylmethyl)piperazin-1-yl)pyridin-3-yl)pyrazolo[1,5-a]pyridine-3-carbonitrile